S1C(=NC2=C1C=CC=C2)NC(CC2=CC=C(OC1=C(C(=O)N)C=CC=N1)C=C2)=O 2-(4-(2-(benzo[d]thiazol-2-ylamino)-2-oxoethyl)phenoxy)nicotinamide